(E)-3-(((2S,3S)-3-butyl-2-fluoro-7-(methylthio)-1,1-dioxido-5-phenyl-2,3,4,5-tetrahydrobenzo[b][1,4]thiazepin-8-yl)oxy)acrylic acid C(CCC)[C@H]1CN(C2=C(S([C@@H]1F)(=O)=O)C=C(C(=C2)SC)O/C=C/C(=O)O)C2=CC=CC=C2